ClC=1C(=C(C(=CC1)C(F)(F)F)C1=NC(=CC(N1)=O)C=1C=NC(=CC1)C(F)(F)F)F 2-[3-chloro-2-fluoro-6-(trifluoromethyl)phenyl]-6-[6-(trifluoromethyl)pyridin-3-yl]pyrimidin-4(3H)-one